methoxy-1-ethyl-1-phenylurea CONC(N(C1=CC=CC=C1)CC)=O